N-((3R,4S)-4-((6-(2,6-dichloro-3,5-di-methoxyphenyl)-8-(neopentylamino)pyrido[3,4-d]pyrimidin-2-yl)amino)tetrahydrofuran-3-yl)acrylamide ClC1=C(C(=C(C=C1OC)OC)Cl)C1=CC2=C(N=C(N=C2)N[C@H]2[C@H](COC2)NC(C=C)=O)C(=N1)NCC(C)(C)C